3-((S)-2-hydroxy-3-((R)-8-(4-methylpyrimidin-2-yl)-1-oxa-8-azaspiro[4.5]decan-3-ylamino)propoxy)-N-methylbenzenesulfonamide O[C@H](COC=1C=C(C=CC1)S(=O)(=O)NC)CN[C@H]1COC2(C1)CCN(CC2)C2=NC=CC(=N2)C